(2S,4R)-N-((R)-1-(5-carbamimidoylthiophen-2-yl)ethyl)-4-fluoro-4-(fluoromethyl)-1-((4-(4-fluorophenoxy)benzoyl)glycyl)pyrrolidine-2-carboxamide C(N)(=N)C1=CC=C(S1)[C@@H](C)NC(=O)[C@H]1N(C[C@](C1)(CF)F)C(CNC(C1=CC=C(C=C1)OC1=CC=C(C=C1)F)=O)=O